BrC1=CC=2N(C3=CC(=CC=C3C2C=C1)Br)OCCOCCOC 2,7-dibromo-9-(2-(2-methoxyethoxy)ethoxy)-9H-carbazole